CC1=NC2=CC=CC=C2C(=C1)C1=C2N(N=C1C1=NC=CC=C1)CCC2 methyl-4-(2-(pyridin-2-yl)-5,6-dihydro-4H-pyrrolo[1,2-b]pyrazol-3-yl)quinolin